3-[(4R)-6-chloro-4-[2-[5-[(6,7-difluoro-4-methylsulfonyl-1H-indol-5-yl)oxy]-2-fluoro-phenyl]-1H-imidazol-4-yl]-4-methyl-chroman-8-yl]propanoic acid ClC=1C=C2[C@](CCOC2=C(C1)CCC(=O)O)(C)C=1N=C(NC1)C1=C(C=CC(=C1)OC=1C(=C2C=CNC2=C(C1F)F)S(=O)(=O)C)F